CCCCCCCCCC[C@@H]1[C@@H](O1)CCCCC(C)C (7S,8R)-cis-7,8-Epoxy-2-methyloctadecane